O=C(OC)NCCOCCOCC(=O)O 3-Oxo-2,7,10-trioxa-4-azadodecan-12-oic acid